ortho-hydroxyphenyl-triazolo-triazine OC1=C(C=CC=C1)C1=NN=NC2=C1NN=N2